[C@@H]1(N(C[C@@H]2C3CCC([C@H]12)CC3)C(=O)OC(C)(C)C)C(=O)OC |r| (+/-)-2-(tert-butyl) 1-methyl (1S,3aR,4R,7S,7aS)-octahydro-2H-4,7-ethanoisoindole-1,2-dicarboxylate